tert-butyl (R)-1-(6-((2-((3S,4R)-3-fluoro-4-hydroxy-3-methylpiperidin-1-yl)pyrimidin-4-yl)amino)-4-isopropyl-2,7-naphthyridin-1-yl)-1,6-diazaspiro[3.4]octane-6-carboxylate F[C@]1(CN(CC[C@H]1O)C1=NC=CC(=N1)NC=1C=C2C(=CN=C(C2=CN1)N1CC[C@@]12CN(CC2)C(=O)OC(C)(C)C)C(C)C)C